N-(2-(1-((2-(2,4-dioxotetrahydropyrimidin-1(2H)-yl)-5-fluoropyridin-4-yl)methyl)piperidin-4-yl)-6-methoxy-2H-indazol-5-yl)-3-(trifluoromethyl)benzamide O=C1N(CCC(N1)=O)C1=NC=C(C(=C1)CN1CCC(CC1)N1N=C2C=C(C(=CC2=C1)NC(C1=CC(=CC=C1)C(F)(F)F)=O)OC)F